FC1=NC(=C2N=CN(C2=N1)C)NC=1C(=NN(C1)CCCCCNC(OC(C)(C)C)=O)OC tert-butyl N-[5-[4-[(2-fluoro-9-methyl-purin-6-yl)amino]-3-methoxy-pyrazol-1-yl]pentyl]carbamate